methyl 4-(2-(2-(3-(2-((tert-butoxycarbonyl) amino) ethyl) imidazo[1,2-a]pyridin-6-yl)-5-fluorophenoxy) ethyl)-1,5-dimethyl-1H-pyrazole-3-carboxylate C(C)(C)(C)OC(=O)NCCC1=CN=C2N1C=C(C=C2)C2=C(OCCC=1C(=NN(C1C)C)C(=O)OC)C=C(C=C2)F